3-[5-(5-aminopent-1-yn-1-yl)-3-methyl-2-oxo-1,3-benzodiazol-1-yl]piperidine-2,6-dione trifluoroacetate FC(C(=O)O)(F)F.NCCCC#CC1=CC2=C(N(C(N2C)=O)C2C(NC(CC2)=O)=O)C=C1